Cl.FC=1C=C(C=C(C1)F)C1CC=NN1C(=O)C1CCNCC1 (5-(3,5-difluorophenyl)-4,5-dihydro-1H-pyrazol-1-yl)(piperidin-4-yl)methanone, Hydrochloride